(S)-4-(3-fluoropyridin-4-yl)-N-(1-(3-methylimidazo[1,2-a]pyridin-5-yl)ethyl)piperazine-1-carboxamide FC=1C=NC=CC1N1CCN(CC1)C(=O)N[C@@H](C)C1=CC=CC=2N1C(=CN2)C